C(C)(C)(C)OC(CC[C@H](N1C(C2=C(C=C(C(=C2C1)F)[C@H]1[C@H](CNCC1)F)C)=O)C(N)=O)=O.NCC=1C=C(C=CC1)NC(C)=O N-(3-(aminomethyl)phenyl)acetamide tert-butyl-(4S)-4-carbamoyl-4-{4-fluoro-5-[(3R,4S)-3-fluoropiperidin-4-yl]-7-methyl-1-oxo-3H-isoindol-2-yl}butanoate